O[C@@H]1CN2C(OC1)=C(C=N2)S(=O)(=O)N (R)-6-hydroxy-6,7-dihydro-5H-pyrazolo[5,1-b][1,3]oxazine-3-sulfonamide